OC=1C=C(C=CC1)C1=NOC(=N1)C(C)NC(=O)C1=CC(=NN1C)C(F)(F)F N-(1-(3-(3-hydroxyphenyl)-1,2,4-oxadiazol-5-yl)ethyl)-1-methyl-3-(trifluoromethyl)-1H-pyrazole-5-carboxamide